ClC=1C(=C(NC2=C(NC3=C2C(NCC3)=O)C3=C(C=NC=C3)OC[C@H]3N(CCOC3)C)C=CC1)OC 3-(3-chloro-2-methoxyanilino)-2-(3-{[(3S)-4-methylmorpholin-3-yl]methoxy}pyridin-4-yl)-1,5,6,7-tetrahydro-4H-pyrrolo[3,2-c]pyridin-4-one